rel-(1R,3S)-3-cyclopropylcyclohexan-1-amine hydrochloride Cl.C1(CC1)[C@@H]1C[C@@H](CCC1)N |o1:4,6|